BrC=1C(N(C=CC1N[C@H]1CN(C[C@H](C1)C1=CC=C(C=C1)CO)C)C)=O 3-bromo-4-[[(3R,5R)-5-[4-(hydroxymethyl)phenyl]-1-methyl-3-piperidyl]amino]-1-methyl-pyridin-2-one